1,2-ethanedi-sulfonic acid C(CS(=O)(=O)O)S(=O)(=O)O